diphenyl-(vinyl)triflic acid sulfonium [SH3+].C1(=CC=CC=C1)C(=COS(=O)(=O)C(F)(F)F)C1=CC=CC=C1